NC(CS(=O)(=O)C=1C=C(OC[C@H](CN([C@H]2COC3(C2)CCN(CC3)C(=O)OCC3=CC=CC=C3)C(=O)OC(C)(C)C)O)C=CC1)=O (R)-benzyl 3-(((S)-3-(3-((2-amino-2-oxoethyl) sulfonyl) phenoxy)-2-hydroxypropyl) (tert-butoxycarbonyl) amino)-1-oxa-8-azaspiro[4.5]decane-8-carboxylate